N-butyl-N2-[2-(3-fluoropyridin-4-yl)[1,2,4]triazolo[1,5-c]quinazolin-5-yl]glycinamide C(CCC)NC(CNC1=NC=2C=CC=CC2C=2N1N=C(N2)C2=C(C=NC=C2)F)=O